C(C)(C)(C)OC(=O)N1C[C@H](CC1)CC(C)=O.BrC1=C2C3(CN(CC2=CC=C1)C(C=C)=O)CC3 1-(5'-bromo-1'H-spiro[cyclopropane-1,4'-isoquinoline]-2'(3'H)-yl)prop-2-en-1-one tert-butyl-(3R)-3-(2-oxopropyl)pyrrolidine-1-carboxylate